3-amino-N-{2-[3-amino-2-(difluoromethyl)pyrrolidin-1-yl]-5,6,7,8-tetrahydroquinolin-6-yl}-4,6-dimethylthieno[2,3-b]pyridine-2-carboxamide NC1=C(SC2=NC(=CC(=C21)C)C)C(=O)NC2CC=1C=CC(=NC1CC2)N2C(C(CC2)N)C(F)F